[C-]1(C(=CC=C1)P(C1=CC=CC=C1)C1=CC=CC=C1)P(C1=CC=CC=C1)C1=CC=CC=C1.[CH-]1C=CC=C1.[Fe+2] r-ferrocenediyl-bis(diphenylphosphine)